N-(8-bromo-5,5-dimethyl-4,5-dihydronaphtho[2,1-d]isoxazol-3-yl)-2,6-dimethoxybenzenesulfonamide BrC1=CC=C2C(CC=3C(=NOC3C2=C1)NS(=O)(=O)C1=C(C=CC=C1OC)OC)(C)C